4,4'-methylenebis(3-bromo-N,N-dimethylaniline) CN(C)C1=CC(=C(C=C1)CC2=C(C=C(C=C2)N(C)C)Br)Br